1-(11Z,14Z-eicosadienoyl)-2-(5Z,8Z,11Z,14Z,17Z-eicosapentaenoyl)-glycero-3-phospho-(1'-sn-glycerol) CCCCC/C=C\C/C=C\CCCCCCCCCC(=O)OC[C@H](COP(=O)(O)OC[C@H](CO)O)OC(=O)CCC/C=C\C/C=C\C/C=C\C/C=C\C/C=C\CC